FC=1C=C2C(CC(C2=CC1F)=O)=O 5,6-Difluoro-1H-indene-1,3(2H)-dione